6-bromothieno[2,3-b]pyridine-3-sulfonyl fluoride BrC1=CC=C2C(=N1)SC=C2S(=O)(=O)F